C=CC1=CC=C(C=C1)S(=O)(=O)[O-] 4-styrenesulphonate